aminotris(2-aminoethyl)amine NC(CN(CCN)CCN)N